F[C@H](C1(COC1)C=1C=C(C=CC1)N1C(C2=CC(=CC(=C2C1)C(F)(F)F)CN1CCC(CC1)COC)=O)C1=NN=CN1C (R)-2-(3-(3-(fluoro(4-methyl-4H-1,2,4-triazol-3-yl)methyl)oxetan-3-yl)phenyl)-6-((4-(methoxymethyl)piperidin-1-yl)methyl)-4-(trifluoromethyl)isoindolin-1-one